Cl.C12(C(NC=3C=NC=4C=CC=CC4C31)=O)CCC2 2',3'-dihydrospiro[cyclobutane-1,1'-pyrrolo[2,3-c]quinoline]-2'-one hydrochloride